3-(5-(1-(imidazo[1,2-a]pyrimidin-2-ylmethyl)piperidin-4-yl)-1-oxoisoindolin-2-yl)piperidine-2,6-dione N=1C(=CN2C1N=CC=C2)CN2CCC(CC2)C=2C=C1CN(C(C1=CC2)=O)C2C(NC(CC2)=O)=O